ClC=1C=C(C=C(C1)C=1N=C(N(C1)COCC[Si](C)(C)C)[N+](=O)[O-])[C@H]1NCCOC1 (R)-3-(3-chloro-5-(2-nitro-1-((2-(trimethylsilyl)ethoxy)methyl)-1H-imidazol-4-yl)phenyl)morpholine